bis(cyclopentadienyl)(tris(dimethylsilyl)silyl)methyl-zirconium C1(C=CC=C1)[Zr](C[Si]([SiH](C)C)([SiH](C)C)[SiH](C)C)C1C=CC=C1